bis(phenoxy)fluorene O(C1=CC=CC=C1)C1=C(C=2CC3=CC=CC=C3C2C=C1)OC1=CC=CC=C1